COC(=O)C1=CC=NC2=CC=C(C=C12)C=1COC(C1)(C)C 6-(5,5-dimethyl-2,5-dihydrofuran-3-yl)quinoline-4-carboxylic acid methyl ester